3-cyclohexanediformaldehyde C1(CC(CCC1)C=O)C=O